OS(=O)(=O)C(F)(F)F.CN1CC2=C(C=CC=C2C=C1C1=CC=C(C=C1)C(=O)OC)OC 2-methyl-3-(4-methoxycarbonylphenyl)-8-methoxyisoquinoline triflate